CC=1N=CC(=NC1)C(=O)NN=CC=1OC(=CC1)C1=CC=C(C=C1)[N+](=O)[O-] 5-methyl-N'-((5-(4-nitrophenyl)furan-2-yl)methylene)pyrazine-2-carboxylic acid hydrazide